2-(anthracen-2-ylamino)ethyl acrylate C(C=C)(=O)OCCNC1=CC2=CC3=CC=CC=C3C=C2C=C1